4-[(3R)-3-methylmorpholin-4-yl]-6-[4-morpholinosulfonyl-2-(trifluoromethyl)piperazin-1-yl]-1H-pyridin-2-one C[C@H]1N(CCOC1)C1=CC(NC(=C1)N1C(CN(CC1)S(=O)(=O)N1CCOCC1)C(F)(F)F)=O